5-(2-chlorobenzyl)-3-formyl-4-oxo-4,5,6,7-tetrahydropyrazolo[1,5-a]pyrazine-2-carboxylic acid (5-difluoromethyl-[1,3,4]thiadiazol-2-yl) amide FC(C1=NN=C(S1)NC(=O)C1=NN2C(C(N(CC2)CC2=C(C=CC=C2)Cl)=O)=C1C=O)F